6-((4-(1-(difluoromethyl)-1H-benzo[d]imidazol-2-yl)piperidin-1-yl)methyl)-3-(3-fluorophenyl)-1-methyl-1H-indazole FC(N1C(=NC2=C1C=CC=C2)C2CCN(CC2)CC2=CC=C1C(=NN(C1=C2)C)C2=CC(=CC=C2)F)F